4-Fluoro-1H-indazole-7-carbonitrile FC1=C2C=NNC2=C(C=C1)C#N